C(C)(C)(CC)OOC(CCCCCC(C)(C)C)=O.C1(CCCCC1)C1=NC(=NS1)[C@H]1[C@@H](C1)C1=CC=C(C=C1)S(=O)(=O)N 4-[(1R,2R)-2-(5-cyclohexyl-1,2,4-thiadiazol-3-yl)cyclopropyl]benzenesulfonamide t-amylperoxyneodecanoate